OC1(CC(C1)C(=O)N1CC2(C1)CCC(CC2)C2=CC(=CC(=C2)C)OC)C ((1s,3s)-3-hydroxy-3-methylcyclobutyl)(7-(3-methoxy-5-methylphenyl)-2-azaspiro[3.5]non-2-yl)methanone